C1=CC(=C(C=2SC3=CC=CC=C3C3(C12)OCCO3)O)O spiro[1,3-dioxolane-2,9'-thioxanthene]-3',4'-diol